14-carboxy-1,12-dioxo-5,8-dioxa-2,11-diazatetradecane C(=O)(O)CCC(NCCOCCOCCNC=O)=O